COC1=CC(=CC2=C1SC(=C2)C=2N=C(N1C2C(=NC=C1)N)C1CNCC1)C 1-(7-methoxy-5-methylbenzo[b]thiophen-2-yl)-3-(pyrrolidin-3-yl)imidazo[1,5-a]pyrazin-8-amine